Ethyl (2-(5-(4-(4-methoxyphenyl)piperazine-1-carbonyl)thiophen-3-yl)ethyl)phosphonofluoridate COC1=CC=C(C=C1)N1CCN(CC1)C(=O)C1=CC(=CS1)CCP(OCC)(=O)F